FC1=CC=C(C=C1)C1=C(COC2(CCCC2)C1)CNCC1=C(C=CC=C1C)C ((9-(4-fluorophenyl)-6-oxaspiro[4.5]dec-8-en-8-yl)methyl)-1-(m-methyltolyl)methylamine